(S)-2-(4-(6-((5-cyclopropyl-1,3,4-oxadiazol-2-yl)methoxy)pyridin-2-yl)-2,5-difluorobenzyl)-1-(oxetan-2-ylmethyl)-1H-benzo[d]imidazole-6-carboxylic acid C1(CC1)C1=NN=C(O1)COC1=CC=CC(=N1)C1=CC(=C(CC2=NC3=C(N2C[C@H]2OCC2)C=C(C=C3)C(=O)O)C=C1F)F